1-(2-(3-((1H-indol-5-yl)thio)phenyl)-1H-imidazol-5-yl)-1-phenylethan-1-ol N1C=CC2=CC(=CC=C12)SC=1C=C(C=CC1)C=1NC(=CN1)C(C)(O)C1=CC=CC=C1